3-(difluoromethyl)-5-[2-fluoro-6-(5-methylthiazol-2-yl)oxy-phenyl]isoxazole FC(C1=NOC(=C1)C1=C(C=CC=C1OC=1SC(=CN1)C)F)F